C(C)(C)(C)OC(=O)N1C2CN(CC1CC2)C2CCNCC2 3-(piperidin-4-yl)-3,8-diazabicyclo[3.2.1]Octane-8-carboxylic acid tert-butyl ester